3-[(3-chloro-2-methoxyphenyl)amino]-2-(3-{2-[(2S,5S)-5-methylpyrrolidin-2-yl]ethynyl}pyridin-4-yl)-1H,5H,6H,7H-pyrrolo[3,2-c]pyridin-4-one ClC=1C(=C(C=CC1)NC1=C(NC2=C1C(NCC2)=O)C2=C(C=NC=C2)C#C[C@H]2N[C@H](CC2)C)OC